C1(CC1)N1C(COC2(C1)CCN(CC2)CCC(C)C)=O 4-Cyclopropyl-9-isopentyl-1-oxa-4,9-diazaspiro[5.5]undecan-3-on